CC1=C(C=CC=C1C)N=NC1=CC=CC=C1 2,3-dimethylazobenzene